(E)-3-(3,4-dihydroxyphenyl)-1-(piperidin-1-yl)prop-2-en-1-one OC=1C=C(C=CC1O)/C=C/C(=O)N1CCCCC1